(5-chloro-3-cyclopropylpyrazolo[1,5-a]pyrimidin-7-yl)((5-phenylpyridin-2-yl)methyl)carbamic acid tert-butyl ester C(C)(C)(C)OC(N(CC1=NC=C(C=C1)C1=CC=CC=C1)C1=CC(=NC=2N1N=CC2C2CC2)Cl)=O